allyl-6-(p-chlorophenylamino)-1-[6-(4-piperidylamino)-2-pyridyl]-1,2-dihydro-3H-1,2,5,7-tetraazainden-3-one C(C=C)N1N(C2=NC(=NC=C2C1=O)NC1=CC=C(C=C1)Cl)C1=NC(=CC=C1)NC1CCNCC1